NC1=CC=C(C=N1)OC=1C=C(C=CC1)NC(=O)NC1=C(C=CC=C1)Cl 1-(3-((6-aminopyridin-3-yl)oxy)phenyl)-3-(2-chlorophenyl)urea